BrCCC1CCOCC1 4-(2-bromoethyl)tetrahydropyran